Ethyl 2-(2-fluorophenyl)-6-phenylmethoxy-6,7-dihydro-5H-pyrazolo[5,1-b][1,3]oxazine-3-carboxylate FC1=C(C=CC=C1)C1=NN2C(OCC(C2)OCC2=CC=CC=C2)=C1C(=O)OCC